(S,Z)-2-((6-((2-(aminomethyl)-3-fluoroallyl)oxy)-benzo[d]oxazol-2-yl)amino)-N-methyl-3-phenyl-propanamide 4-methylbenzene-sulfonate CC1=CC=C(C=C1)S(=O)(=O)O.NC/C(/COC1=CC2=C(N=C(O2)N[C@H](C(=O)NC)CC2=CC=CC=C2)C=C1)=C/F